2-bromobenzofuro[3,2-b]benzofuran BrC1=CC2=C(C=C1)C=1OC3=C(C1O2)C=CC=C3